butoxy-7-(2-(pyrrolidin-1-ylmethyl)benzyl)imidazo[2,1-f][1,2,4]triazin-4-amine C(CCC)OC1=NN2C(C(=N1)N)=NC=C2CC2=C(C=CC=C2)CN2CCCC2